COC(C1=C(C(=C(C(=C1)I)Br)F)NC(C)=O)=O 2-acetamido-4-bromo-3-fluoro-5-iodobenzoic acid methyl ester